ClCC=1N(C2=C(N1)C=CC(=C2)C(=O)OC(C)(C)C)C[C@H]2OCC2 tert-butyl 2-(chloromethyl)-3-[[(2S)-oxetan-2-yl]methyl]benzimidazole-5-carboxylate